O1C[C@H](CC1)C(=O)NCC1=CC=C(C=C1)NC(=O)NCC1=CC=C(C=C1)F N-(4-{[((3S)-oxolan-3-yl)carbonylamino]methyl}phenyl){[(4-fluorophenyl)methyl]amino}carboxamide